2,5-dibromo-3-(6-bromohexyl)-thiophene BrC=1SC(=CC1CCCCCCBr)Br